C1(CC1)C=1C(=C(C=C(C1)C1=C(C(=C(C=C1C)F)F)OCCCC=C)[C@H](CC(=O)OCC)NC([C@@H](CC=C)O)=O)F Ethyl (S)-3-(5-cyclopropyl-3',4,4'-trifluoro-6'-methyl-2'-(pent-4-en-1-yloxy)-[1,1'-biphenyl]-3-yl)-3-((R)-2-hydroxypent-4-enamido)propanoate